methoxycarbonylphenyltin tris(suberate) C(CCCCCCC(=O)[O-])(=O)[O-].C(CCCCCCC(=O)[O-])(=O)[O-].C(CCCCCCC(=O)[O-])(=O)[O-].COC(=O)[Sn+2]C1=CC=CC=C1.COC(=O)[Sn+2]C1=CC=CC=C1.COC(=O)[Sn+2]C1=CC=CC=C1